3-(4-(3,8-diazabicyclo-[3.2.1]-octan-3-yl)-6-chloro-8-fluoro-2-((tetrahydro-1H-pyrrolizin-7a(5H)-yl)meth-oxy)quinazolin-7-yl)-2-fluoroaniline C12CN(CC(CC1)N2)C2=NC(=NC1=C(C(=C(C=C21)Cl)C=2C(=C(N)C=CC2)F)F)OCC21CCCN1CCC2